NC1=CC=C(C=C1)C1=NN(C2=NC=NC(=C21)N)C2COCC2 3-(4-aminophenyl)-1-(tetrahydrofuran-3-yl)-1H-pyrazolo[3,4-d]Pyrimidine-4-amine